OC[C@@H]1CCC2=CCCN12 (3S,7aS)-3-(hydroxymethyl)tetrahydro-1H-pyrrolizine